C12OCC(C1)C2 oxabicyclo[2.1.1]hexane